C1(=CCCCC1)C=1C=C(C=C(C1)OC)NCCCCCCN1[C@@H]([C@H]([C@@H]([C@H](C1)O)O)O)CO (2R,3R,4R,5S)-1-(6-{[3-(cyclohex-1-en-1-yl)-5-methoxy-phenyl]amino}hexyl)-2-(hydroxymethyl)piperidine-3,4,5-triol